N-(4-(1-(2,3-dihydrobenzo[b][1,4]dioxine-6-carbonyl)-3-methyl-1,2,3,6-tetrahydropyridin-4-yl)-1H-pyrrolo[2,3-b]pyridin-6-yl)cyclopropylcarboxamide O1C2=C(OCC1)C=C(C=C2)C(=O)N2CC(C(=CC2)C2=C1C(=NC(=C2)NC(=O)C2CC2)NC=C1)C